benzyl 2-methyl-4-oxo-piperidine-1-carboxylate CC1N(CCC(C1)=O)C(=O)OCC1=CC=CC=C1